6-chloro-3-methyl-4-(trifluoromethyl)pyridine-2-carboxylic acid methyl ester COC(=O)C1=NC(=CC(=C1C)C(F)(F)F)Cl